3-(((Z)-3-butylnon-2-enoyl)oxy)-2-(((((1-methylpiperidin-3-yl)methoxy)carbonyl)oxy)methyl)propyl (9Z,12Z)-octadeca-9,12-dienoate C(CCCCCCC\C=C/C\C=C/CCCCC)(=O)OCC(COC(\C=C(/CCCCCC)\CCCC)=O)COC(=O)OCC1CN(CCC1)C